ethyl (3S)-3-(5-bromo-2-fluoro-3-methylphenyl)-3-[(2S)-2-{[(tert-butoxy)carbonyl]amino}-4-methylpentanamido]propanoate BrC=1C=C(C(=C(C1)[C@H](CC(=O)OCC)NC([C@H](CC(C)C)NC(=O)OC(C)(C)C)=O)F)C